FC1=C(OCC(=O)N2C[C@@]3(CC2)C=C(C(C(C3)(C)C)=O)C#N)C=CC(=C1)F (5S)-2-[(2,4-difluorophenoxy)acetyl]-9,9-dimethyl-8-oxo-2-azaspiro[4.5]dec-6-ene-7-carbonitrile